4-(9H-carbazole-9-yl)-6-fluorobenzene-1,3-dinitrile C1=CC=CC=2C3=CC=CC=C3N(C12)C1=C(C=C(C(=C1)F)C#N)C#N